N-phenyl-9,9-dimethyl-9H-fluoren-2-amine C1(=CC=CC=C1)NC1=CC=2C(C3=CC=CC=C3C2C=C1)(C)C